C(C)OC(=O)C=1C=NC=2N(C1)N=C(C2)Br 2-bromopyrazolo[1,5-a]pyrimidine-6-carboxylic acid ethyl ester